NC=1C=2N(C(=C(N1)C1=C(C#N)C=CC=C1)C1=NC=NC=C1)N=C(N2)CC2=NC=CC=C2 (8-amino-2-(pyridin-2-ylmethyl)-5-(pyrimidin-4-yl)-[1,2,4]triazolo[1,5-a]pyrazin-6-yl)benzonitrile